4-octylbenzophenone C(CCCCCCC)C1=CC=C(C(=O)C2=CC=CC=C2)C=C1